2-[4-(6-amino-2-pyridyl)piperazin-1-yl]ethanol NC1=CC=CC(=N1)N1CCN(CC1)CCO